2-benzyl-1,1-dioxo-1,2-thiazolidine-4-carboxylic acid C(C1=CC=CC=C1)N1S(CC(C1)C(=O)O)(=O)=O